methyl-bis(trimethoxysilyl)ethane CC(C)([Si](OC)(OC)OC)[Si](OC)(OC)OC